ClC1=C(CC2=NC3=C(N2[C@@H]2COCC2(C)C)C=C(C=C3F)C(=O)O)C=C(C(=C1)C1=NC(=CC=C1)OCC1=C(C=C(C=C1)C#N)F)C (S)-2-(2-chloro-4-(6-((4-cyano-2-fluorobenzyl)oxy)pyridin-2-yl)-5-methylbenzyl)-1-(4,4-dimethyltetrahydrofuran-3-yl)-4-fluoro-1H-benzo[d]imidazole-6-carboxylic acid